tributyl-(2-ethoxy-2-oxoethyl)phosphonium bromide [Br-].C(CCC)[P+](CC(=O)OCC)(CCCC)CCCC